tert-butyl (S)-4-((4-(4-(2-(2,6-dioxopiperidin-3-yl)-1-oxoisoindolin-5-yl)piperazin-1-yl)piperidin-1-yl)methyl)piperidine-1-carboxylate O=C1NC(CC[C@@H]1N1C(C2=CC=C(C=C2C1)N1CCN(CC1)C1CCN(CC1)CC1CCN(CC1)C(=O)OC(C)(C)C)=O)=O